(1R,3R)-1-(2,6-difluoro-4-((1-((1-(fluoromethyl)cyclopropyl)methyl)azetidin-3-yl)oxy)phenyl)-2-(2-fluoro-2-methylpropyl)-3-methyl-2,3,4,9-tetrahydro-1H-pyrido[3,4-b]indole FC1=C(C(=CC(=C1)OC1CN(C1)CC1(CC1)CF)F)[C@H]1N([C@@H](CC2=C1NC1=CC=CC=C21)C)CC(C)(C)F